(±)-2-amino-3-phosphonopropanoic acid N[C@H](C(=O)O)CP(=O)(O)O |r|